NC1=CC=C(C=2C3C(OC21)C3COC)C(=O)NC 3-amino-1-(methoxymethyl)-N-methyl-1a,6b-dihydro-1H-cyclopropa[b]benzofuran-6-carboxamide